(R)-N-(1-benzyl-3-(3,3-difluorocyclobutyl)-4-methyl-1H-pyrazol-5-yl)-2,2-difluorocyclopropane-1-carboxamide C(C1=CC=CC=C1)N1N=C(C(=C1NC(=O)[C@@H]1C(C1)(F)F)C)C1CC(C1)(F)F